(2R,3R,4S,5R)-2-(2-chloro-6-spiro[pyrrolidine-3,1'-tetralin]-1-yl-purin-9-yl)-5-(hydroxymethyl)tetrahydrofuran-3,4-diol ClC1=NC(=C2N=CN(C2=N1)[C@@H]1O[C@@H]([C@H]([C@H]1O)O)CO)N1CC2(CCCC3=CC=CC=C23)CC1